2-(2-butyl-4-methyl-6-oxo-1H-pyrimidin-5-yl)-N,N-dimethylacetamide C(CCC)C=1NC(C(=C(N1)C)CC(=O)N(C)C)=O